6'-((1S,2S)-2-(6-chloroimidazo[1,2-b]pyridazin-8-yl)cyclopropyl)-4'-fluoro-1'-(2,2,2-trifluoroethyl)spiro[cyclopropane-1,3'-indolin]-2'-one ClC=1C=C(C=2N(N1)C=CN2)[C@@H]2[C@H](C2)C2=CC(=C1C3(C(N(C1=C2)CC(F)(F)F)=O)CC3)F